4-(3-bromoanilino)-1'-methyl-1',2'-dihydrospiro[cyclohexane-1,3'-indole]-4-carboxylic acid BrC=1C=C(NC2(CCC3(CN(C4=CC=CC=C34)C)CC2)C(=O)O)C=CC1